N-(but-3-en-1-yl)-N-(3-(pyridin-4-yl)bicyclo[1.1.1]pentan-1-yl)ethenesulfonamide C(CC=C)N(S(=O)(=O)C=C)C12CC(C1)(C2)C2=CC=NC=C2